OC=1C=C(C=CC1O)/C=C/C(=O)C1=CC=C(C=C1)NC(C1=C(C=C(C=C1)C(F)(F)F)F)=O (E)-N-(4-(3-(3,4-Dihydroxyphenyl)acryloyl)phenyl)-2-fluoro-4-(trifluoromethyl)benzamide